BrC1=NC=C(C(=C1Cl)N1C(C(=C(C=C1C)O)Cl)=O)C 2'-bromo-3,3'-dichloro-4-hydroxy-5',6-dimethyl-2H-[1,4'-bipyridin]-2-one